(1R,2S)-1-(5-chloropyrimidin-2-yl)-N-(4-(2,6-dimethoxyphenyl)-5-((1S,2R)-2-ethoxycyclopropyl)-4H-1,2,4-triazol-3-yl)-1-methoxypropane-2-sulfonamide ClC=1C=NC(=NC1)[C@H]([C@H](C)S(=O)(=O)NC1=NN=C(N1C1=C(C=CC=C1OC)OC)[C@H]1[C@@H](C1)OCC)OC